1,3-dinitro-1,2,4-triazole [N+](=O)([O-])N1N=C(N=C1)[N+](=O)[O-]